C(C)(=O)C1=NN(C2=CC=C(C=C12)C=1C=NC(=NC1)C)CC(=O)N1[C@@H]2C[C@@]2(C[C@H]1C(=O)N[C@@H](C)C1=CC=C(C=C1)F)C (1R,3S,5R)-2-(2-(3-acetyl-5-(2-methylpyrimidin-5-yl)-1H-indazol-1-yl)acetyl)-N-((S)-1-(4-fluorophenyl)ethyl)-5-methyl-2-azabicyclo[3.1.0]hexane-3-carboxamide